ClC1=CC=C(N=N1)N1C[C@@H](CC1)O (3R)-1-(6-chloropyridazin-3-yl)pyrrolidin-3-ol